S1C=NC2=C1CNC2 5,6-dihydro-4H-pyrrolo[3,4-d]thiazole